N-[4-(3-chlorophenoxy)-3-fluoro-5-sulfamylphenyl]-2-(2-chlorophenyl)acetamide ClC=1C=C(OC2=C(C=C(C=C2S(N)(=O)=O)NC(CC2=C(C=CC=C2)Cl)=O)F)C=CC1